CN(C(OC(C)(C)C)=O)[C@@H]1CN(CCC1)C1=C2C(=NC=C1)N(C=C2C2=NC=CN=C2)COCC[Si](C)(C)C tert-butyl N-methyl-N-[(3S)-1-[3-pyrazin-2-yl-1-(2-trimethylsilylethoxymethyl) pyrrolo[2,3-b]pyridin-4-yl]-3-piperidyl]carbamate